2-(dimethylamino)-2-ethyl-1-[4-(4-morpholinyl)phenyl]-4-Phenyl-1-butanone CN(C(C(=O)C1=CC=C(C=C1)N1CCOCC1)(CCC1=CC=CC=C1)CC)C